C(C1=CC=CC=C1)OC1CC2(C(N3[C@H](O2)CC[C@H]3C3=NC=CN=C3)=O)C1 (5'S,7a'R)-3-(benzyloxy)-5'-(pyrazin-2-yl)tetrahydro-3'H-spiro[cyclobutane-1,2'-pyrrolo[2,1-b]oxazol]-3'-one